The molecule is the anion of (R)-2-hydroxynonanoic acid. It derives from a nonanoate. It is a conjugate base of a (R)-2-hydroxynonanoic acid. CCCCCCC[C@H](C(=O)[O-])O